FC(C1=NN=C(S1)N)(F)F 5-trifluoromethyl-1,3,4-thiadiazol-2-amine